C(C)(=O)O[C@@]1(CC[C@H]2[C@@H]3CCC4=CC(CCC4=C3[C@H](C[C@]12C)C1=CC=C(C=C1)N(CCCCCC=O)C)=O)C(C)=O (8S,11R,13S,14S,17R)-17-acetyl-13-methyl-11-(4-(methyl(6-oxohexyl)amino)-phenyl)-3-oxo-2,3,6,7,8,11,12,13,14,15,16,17-dodecahydro-1H-cyclopenta[a]phenanthren-17-yl acetate